C1=CC=CC2=CC3=CC=CC=C3C(=C12)CN1CC2N(CC1)C(CN(C2=O)CC2=CC=CC=C2)=O 2-(Anthracene-9-ylmethyl)-8-benzylhexahydro-2H-pyrazino[1,2-a]pyrazine-6,9-dione